FC(OC1=NC(=CC=C1NC(=O)C1(CC(C1)CC(=O)O)C1=C(C=CC=C1)C(C)C)C)F 2-(3-((2-(difluoromethoxy)-6-methylpyridin-3-yl)carbamoyl)-3-(2-isopropylphenyl)cyclobutyl)acetic acid